5-[5-(isoquinolin-6-yl)-1,3,4-oxadiazol-2-yl]-2-[(propan-2-yl)amino]benzonitrile C1=NC=CC2=CC(=CC=C12)C1=NN=C(O1)C=1C=CC(=C(C#N)C1)NC(C)C